ClC=1N=NC(=CN1)CNC(=O)C1(CC1)CC N-[(3-chloro-1,2,4-triazin-6-yl)methyl]-1-ethylcyclopropane-1-carboxamide